NC1=C(N=CC2=C(C=CC=C12)C=1C=NC=C(C1)F)C(=O)NCCC 4-amino-8-(5-fluoropyridin-3-yl)-N-propylisoquinoline-3-carboxamide